methyl (2-chlorophenyl) ((R)-2-((4-cyano-2-fluorobenzyl)oxy)-3-(tetradecyloxy)propyl) phosphate P(=O)(OC)(OC1=C(C=CC=C1)Cl)OC[C@@H](COCCCCCCCCCCCCCC)OCC1=C(C=C(C=C1)C#N)F